NC=1C=CC(=C(C1C)N1CCN(CC1)C(=O)OC(C)(C)C)C tert-butyl 4-(5-amino-2,6-dimethyl-phenyl)piperazine-1-carboxylate